ethyl 2-chloro-6-(2,4-difluorophenyl)-5-(1,3-dioxolan-2-yl)pyrimidine-4-carboxylate ClC1=NC(=C(C(=N1)C(=O)OCC)C1OCCO1)C1=C(C=C(C=C1)F)F